2,3-dihydroxynaphthoic acid C1=CC=C2C(=C1)C=C(C(=C2C(=O)O)O)O